(R)-1-(1-(5-chloropyrimidin-2-yl)piperidin-4-yl)ethanol benzyl-4-(1-tert-butoxycarbonylazetidin-3-yl)oxypiperidine-1-carboxylate C(C1=CC=CC=C1)C1N(CCC(C1)OC1CN(C1)C(=O)OC(C)(C)C)C(=O)O[C@H](C)C1CCN(CC1)C1=NC=C(C=N1)Cl